COC[C@@]1(NC2=C(N=C1SC)C=NC1=C2C=CN1S(=O)(=O)C1=CC=CC=C1)C (S)-2-(methoxymethyl)-2-methyl-3-(methylsulfanyl)-7-(benzenesulfonyl)-2,7-dihydro-1H-pyrrolo[3',2':5,6]Pyrido[3,4-b]Pyrazine